OC=1C(=NC(=C(C1)C(=O)OC)C1=NC2=C(N1C)C=CC(=C2)C(F)(F)F)C(=N)N hydroxy-5-methoxycarbonyl-6-[1-methyl-5-(trifluoromethyl)benzimidazol-2-yl]pyridine-2-carboxamidine